FC(C(=O)O)(F)F.ClC1=C(C=C(C=C1)C(=O)N1CCC2(CC1)CCNCC2)N2C(NC(CC2)=O)=O 1-(2-Chloro-5-{3,9-diazaspiro[5.5]undecane-3-carbonyl}phenyl)-1,3-diazinane-2,4-dione trifluoroacetate